Cl.Cl.CNC1CN(CC1)C=1N=NC(=CN1)C1=C(C=C(C=C1)C1=NC=CC=N1)O 2-{3-[3-(methylamino)pyrrolidin-1-yl]-1,2,4-triazin-6-yl}-5-(pyrimidin-2-yl)phenol dihydrochloride